O=C1NC(CCC1N1C(C2=CC(=C(C=C2C1)C#N)F)=O)=O 2-(2,6-dioxopiperidin-3-yl)-6-fluoro-1-oxoisoindoline-5-carbonitrile